N-(4-(2,4-dihydroxyphenyl)thiazol-2-yl)-N'-isopropyloxamide OC1=C(C=CC(=C1)O)C=1N=C(SC1)NC(=O)C(=O)NC(C)C